ClC1=NC=C(C(=C1)C1=C(C=NC(=C1)C)C(=O)NC=1SC2=C(N1)CN(C2)C(=O)C2=NC=C(N=C2OC)C(F)(F)F)OC 2'-chloro-5'-methoxy-N-(5-(3-methoxy-5-(trifluoromethyl)pyrazine-2-carbonyl)-5,6-dihydro-4H-pyrrolo[3,4-d]thiazol-2-yl)-6-methyl-[4,4'-bipyridine]-3-carboxamide